[Li].CC1(NC(CCC1)(C)C)C 2,2,6,6-tetramethyl-piperidine lithium salt